tert-butyl N-ethyl-N-[1-[7-[[6-(fluoromethyl)-8-methyl-imidazo[1,2-a]pyrazin-2-yl]carbamoyl]-2-methyl-indazol-4-yl]-4-piperidyl]carbamate C(C)N(C(OC(C)(C)C)=O)C1CCN(CC1)C=1C2=CN(N=C2C(=CC1)C(NC=1N=C2N(C=C(N=C2C)CF)C1)=O)C